5-(5-Chloro-2-{[(3R)-3-methyl-3,4-dihydroisoquinolin-2(1H)-yl]carbonyl}phenyl)-N-(4-hydroxyphenyl)-1,2-dimethyl-N-(pyridin-4-yl)-1H-pyrrole-3-carboxamide hydrochloride Cl.ClC=1C=CC(=C(C1)C1=CC(=C(N1C)C)C(=O)N(C1=CC=NC=C1)C1=CC=C(C=C1)O)C(=O)N1CC2=CC=CC=C2C[C@H]1C